N-(1,6-dimethyl-1H-pyrazolo[4,3-c]pyridin-7-yl)-6-(4-(trifluoromethyl)-1H-pyrazol-1-yl)pyridine-3-sulfonamide CN1N=CC=2C=NC(=C(C21)NS(=O)(=O)C=2C=NC(=CC2)N2N=CC(=C2)C(F)(F)F)C